2-(3-(4-(((2-(4'-fluoro-[1,1'-biphenyl]-4-yl)cyclopropyl)amino)methyl)piperidin-1-yl)propyl)-N-hydroxythiazole-4-carboxamide TFA Salt OC(=O)C(F)(F)F.FC1=CC=C(C=C1)C1=CC=C(C=C1)C1C(C1)NCC1CCN(CC1)CCCC=1SC=C(N1)C(=O)NO